3-methyl-5-(tributylstannyl)penta-2,4-dien-1-ol CC(=CCO)C=C[Sn](CCCC)(CCCC)CCCC